ClC1=CC=C(C=C1)C1=C(C(=NN1C1=C(C=C(C=C1)Cl)Cl)C(=O)NC1=CC(=NC=C1)C(=O)O)C 4-(5-(4-chlorophenyl)-1-(2,4-dichlorophenyl)-4-methyl-1H-pyrazole-3-carboxamido)picolinic acid